3-Hydroxy-8-methoxy-8-oxooctanoic acid OC(CC(=O)O)CCCCC(=O)OC